3-methylpyridinic acid CC=1C(=NC=CC1)C(=O)O